N-(5-fluoropyridin-2-yl)-2-{2-(hydroxymethyl)-6-[(+-)-1-methoxyprop-2-yl]-5,8-dioxo-5,6,7,8-tetrahydro-4H-pyrazolo[1,5-a]pyrrolo[3,4-d]pyrimidin-4-yl}acetamide FC=1C=CC(=NC1)NC(CN1C=2N(C(C3=C1C(N(C3)[C@@H](COC)C)=O)=O)N=C(C2)CO)=O |r|